O=C(CCCCCCNC1=CC=C(C=C1)C1C(NC(CC1)=O)=O)N1CCCCC1 3-(4-((7-oxo-7-(piperidin-1-yl)heptyl)amino)phenyl)piperidine-2,6-dione